FC(C=1N=CC=2N(C1)C(=CN2)C2=NC=CC(=N2)N2CCOCC(C2)C(=O)N)(F)F 4-(2-(6-(trifluoromethyl)imidazo[1,2-a]pyrazin-3-yl)pyrimidin-4-yl)-1,4-oxaazepan-6-carboxamide